OC1=CC=C(C=C1)C(=C(CC)C1=CC=C(C=C1)O)C1=CC=C(OCCN2CCC(CC2)CN2CC(N(C(C2)C)C=2C=C3C(N(C(C3=CC2F)=O)C2C(NC(CC2)=O)=O)=O)C)C=C1 5-(4-((1-(2-(4-(1,2-bis(4-hydroxyphenyl)but-1-en-1-yl)phenoxy)ethyl)piperidin-4-yl)methyl)-2,6-dimethylpiperazin-1-yl)-2-(2,6-dioxopiperidin-3-yl)-6-fluoroisoindoline-1,3-dione